BrC1=CC=C2C=CC(=C(C2=C1)C=1N(C2=CC=CC=C2C1CCCO)C)O 7-bromo-1-(3-(3-hydroxypropyl)-1-methyl-1H-indol-2-yl)naphthalen-2-ol